bis(3,5-dimethoxyphenyl)phosphine COC=1C=C(C=C(C1)OC)PC1=CC(=CC(=C1)OC)OC